2,4-dihydro-2-propyl-3H-1,2,4-triazol-3-one C(CC)N1N=CNC1=O